P(=O)(OOCCCCCC(C)C)(OOCCCCCC(C)C)[O-].[Na+] sodium di(isooctyloxy) phosphate